(S)-(+)-tert-butyl 2-(4-(4-chlorophenyl)-2,3,9-trimethyl-6H-thieno[3,2-f][1,2,4]triazolo[4,3-a][1,4]diazepin-6-yl)acetate CC1=C(SC2=C1C(=N[C@H](C3=NN=C(N32)C)CC(=O)OC(C)(C)C)C4=CC=C(C=C4)Cl)C